OC=1C(C=C(OC1)CN1CC2=CC=C(C=C2C1)OC(F)(F)F)=O 5-hydroxy-2-((5-(trifluoromethoxy)isoindolin-2-yl)methyl)-4H-pyran-4-one